C1(=CC=CC=C1)[C@@H]1CCN2N=C(N=C21)C(=O)N[C@@H]2C(N(C=1N(CC2)N=C(C1)C)C)=O |r| rac-(7S)-7-phenyl-N-[rac-(6S)-2,4-dimethyl-5-oxo-7,8-dihydro-6H-pyrazolo[1,5-a][1,3]diazepin-6-yl]-6,7-dihydro-5H-pyrrolo[1,2-b][1,2,4]triazole-2-carboxamide